2,7-dihydroxy-1,4-naphthoquinone OC=1C(C2=CC(=CC=C2C(C1)=O)O)=O